OCCS(=O)(=O)NC1=CC(=C(C(=O)NC2=NN(C(=C2)C)C2CC(C2)C(F)(F)F)C=C1)N1CCC2(CC2)CC1 4-((2-hydroxyethyl)sulfonamido)-N-(5-methyl-1-((1r,3r)-3-(trifluoromethyl)cyclobutyl)-1H-pyrazol-3-yl)-2-(6-azaspiro[2.5]octan-6-yl)benzamide